1,1'-(1,1-dimethyl-3-methylene-1,3-propanediyl)bisbenzene CC(CC(=C)C1=CC=CC=C1)(C)C1=CC=CC=C1